COC1=C(C(=CC(=C1)C)OC[C@@H]1CNCCO1)C1=CC(=NN1)NC=1N=CC(=NC1)C#N (S)-5-((5-(2-methoxy-4-methyl-6-(morpholin-2-ylmethoxy)phenyl)-1H-pyrazol-3-yl)amino)pyrazine-2-carbonitrile